2-(4,4-difluoroazepan-1-yl)-5,6,7,8-tetrahydroquinoline-3-carboxamide FC1(CCN(CCC1)C1=NC=2CCCCC2C=C1C(=O)N)F